[Cl-].OCC[N+](C)(CCO)CC1=CC=CC=C1 N,N-bis(2-hydroxyethyl)-N-methyl-benzylammonium chloride